2-fluoropyrimidine FC1=NC=CC=N1